NC1=NC(=CC(=N1)N1CCC2(C[C@H](NC2)C(=O)OCC)CC1)O[C@@H](C(F)(F)F)C1=C(C=C(C=C1)Cl)C1=CC(=NC=C1)C(C)C (S)-ethyl 8-(2-amino-6-((R)-1-(4-chloro-2-(2-isopropylpyridin-4-yl)phenyl)-2,2,2-trifluoroethoxy)pyrimidin-4-yl)-2,8-diazaspiro[4.5]decane-3-carboxylate